The molecule is a member of the class of biphenyls that is a potent inhibitor of nonstructural protein 5A and is used (as its hydrochloride salt) for treatment of hepatitis C. It has a role as a nonstructural protein 5A inhibitor and an antiviral drug. It is a member of biphenyls, a member of imidazoles, a carbamate ester, a carboxamide and a valine derivative. It is a conjugate base of a daclatasvir(2+). CC(C)[C@@H](C(=O)N1CCC[C@H]1C2=NC=C(N2)C3=CC=C(C=C3)C4=CC=C(C=C4)C5=CN=C(N5)[C@@H]6CCCN6C(=O)[C@H](C(C)C)NC(=O)OC)NC(=O)OC